C1(CC1)C1=NOC(=N1)N1C2CC(CC1CC2)C(=O)OCC ethyl 8-(3-cyclopropyl-1,2,4-oxadiazol-5-yl)-8-azabicyclo[3.2.1]octane-3-carboxylate